2,3-dihydrobenzofuran-5-ylmethanol O1CCC2=C1C=CC(=C2)CO